3-(1-methyl-6-(methyl-(piperidin-4-yl)amino)-1H-indazol-3-yl)piperidine-2,6-dione hydrochloride Cl.CN1N=C(C2=CC=C(C=C12)N(C1CCNCC1)C)C1C(NC(CC1)=O)=O